ClC1=C(C=CC=C1Cl)C1=C2C(=NC=C1)N(C(=N2)C(=O)N[C@H]2CCC1=CC=CC=C21)C 7-(2,3-Dichlorophenyl)-N-[(1S)-2,3-dihydro-1H-inden-1-yl]-3-methyl-3H-imidazo[4,5-b]pyridine-2-carboxamide